(3R,4R)-3-[(tert-butyldiphenylsilyl)oxy]-N-[7-(5-methylpyridin-2-yl)pyrrolo[2,1-f][1,2,4]triazin-2-yl]piperidin-4-amine [Si](C1=CC=CC=C1)(C1=CC=CC=C1)(C(C)(C)C)O[C@@H]1CNCC[C@H]1NC1=NN2C(C=N1)=CC=C2C2=NC=C(C=C2)C